4-(3,4-difluorophenyl)-N-[4-(4-methyltriazol-1-yl)phenyl]-6,7-dihydro-5H-[1,2,4]triazolo[1,5-a]pyrimidin-2-amine FC=1C=C(C=CC1F)N1C=2N(CCC1)N=C(N2)NC2=CC=C(C=C2)N2N=NC(=C2)C